ClC=1C(=NOC1N(S(=O)(=O)C=1C(=NC=CC1)C#C)COC)C N-(4-chloro-3-methylisoxazol-5-yl)-2-ethynyl-N-(methoxymethyl)pyridine-3-sulfonamide